para-trifluoromethoxybenzamide FC(OC1=CC=C(C(=O)N)C=C1)(F)F